N-(4-((4-((2-methoxyethyl)amino)-5-methyl-6-((5-methyl-1H-pyrazol-3-yl)amino)pyrimidin-2-yl)thio)phenyl)acetamide COCCNC1=NC(=NC(=C1C)NC1=NNC(=C1)C)SC1=CC=C(C=C1)NC(C)=O